C(C)C=1C(=CC=C2C=C(C=C(C12)C1=C(C=2N=C(N=C(C2C=N1)N1C2CC(CC(C1)C2)O)OC[C@]21CCCN1C[C@@H](C2)F)F)O)F 6-(7-(8-ethyl-7-fluoro-3-hydroxynaphthalen-1-yl)-8-fluoro-2-(((2r,7as)-2-fluorohexahydro-1H-pyrrolizin-7a-yl)methoxy)pyrido[4,3-d]pyrimidin-4-yl)-6-azabicyclo[3.2.1]octan-3-ol